BrC1=CC=C(C=C1)C(C=CC1=CC(=C(C=C1)OC)O)=O 1-(4-Bromophenyl)-3-(3-hydroxy-4-methoxyphenyl)prop-2-en-1-one